(R)-2-(4-chloro-1-isopropyl-1H-pyrazol-5-yl)-4-(1-(6-(1-ethyl-4-(trifluoromethyl)-1H-imidazol-2-yl)pyridin-3-yl)ethyl)-6,7-dihydropyrazolo[1,5-a]pyrimidin-5(4H)-one ClC=1C=NN(C1C1=NN2C(N(C(CC2)=O)[C@H](C)C=2C=NC(=CC2)C=2N(C=C(N2)C(F)(F)F)CC)=C1)C(C)C